C12CN(CC(CC1)O2)C2C(CCC2)OC=2C=C1CN(C(C1=CC2)=O)C2C(NC(CC2)=O)=O 3-(5-((2-(8-oxa-3-azabicyclo[3.2.1]octan-3-yl)cyclopentyl)oxy)-1-oxoisoindolin-2-yl)piperidine-2,6-dione